FC(C(=O)I(C(C(F)(F)F)=O)C1=CC=CC=C1)(F)F [bis(trifluoroacetyl)iodo]benzene